C(C)N(C1=CC(=C(C=C1)C1(OC(=O)C2=NC=CN=C12)C1=C(N(C2=CC=CC=C12)CC)C)OCC)CC 3-(4-diethylamino-2-ethoxyphenyl)-3-(1-ethyl-2-methylindol-3-yl)-4,7-diazaphthalide